[Ni+3].C1(CC1)C1=NOC(=N1)C12CC(C1)(C2)CN(C(=O)C2CCCCC2)C2=CC(=CC=C2)C2=CC(=NC=C2)OC N-((3-(3-cyclopropyl-1,2,4-oxadiazol-5-yl)bicyclo[1.1.1]pentan-1-yl)methyl)-N-(3-(2-methoxypyridin-4-yl)phenyl)cyclohexanecarboxamide nickel (III)